FC(C1=NC=C(C(=C1)C1=CN(C(C=C1C(=O)OC)=O)C)OC)F methyl 2'-(difluoromethyl)-5'-methoxy-1-methyl-6-oxo-1,6-dihydro-[3,4'-bipyridine]-4-carboxylate